8-((4,4-difluorocyclohexyl)oxy)-N-((3R,4S)-3-methyl-1-(methylsulfonyl)piperidin-4-yl)-7-(1H-pyrazol-4-yl)-[1,2,4]triazolo[1,5-a]pyridin-2-amine FC1(CCC(CC1)OC=1C=2N(C=CC1C=1C=NNC1)N=C(N2)N[C@@H]2[C@@H](CN(CC2)S(=O)(=O)C)C)F